2-phenyl-1-(thiazol-2-yl)ethanamine C1(=CC=CC=C1)CC(N)C=1SC=CN1